tert-butyl 7-(6-aminopyridin-3-yl)-2,3-dihydrobenzo[f][1,4]oxazepin-4(5H)-carboxylate NC1=CC=C(C=N1)C=1C=CC2=C(CN(CCO2)C(=O)OC(C)(C)C)C1